COC(=O)C=1C=CN2C1C=NC=C2 Pyrrolo[1,2-a]pyrazine-8-carboxylic acid methyl ester